Cl.CC=1C=C(C=C2C(NC(=NC12)C1=CC2=C(C=N1)C=CS2)=O)CN2CCOCC2 8-methyl-6-(morpholinomethyl)-2-(thieno[3,2-c]pyridin-6-yl)quinazolin-4(3H)-one hydrochloride